NCC#CC=1C=C(C=CC1OCCOC)NC(CCCNC(C[C@H]1C=2N(C3=C(C(=N1)C1=CC=C(C=C1)Cl)C(=C(S3)C)C)C(=NN2)C)=O)=O (S)-N-(3-(3-aminoprop-1-yn-1-yl)-4-(2-methoxyethoxy)phenyl)-4-(2-(4-(4-chlorophenyl)-2,3,9-trimethyl-6H-thieno[3,2-f][1,2,4]triazolo[4,3-a][1,4]diazepin-6-yl)acetamido)butanamide